methyl 4-carbamoyl-1-(6-(3-fluoro-5-(trifluoromethyl)benzyl)pyridin-2-yl)-1H-pyrazole-3-carboxylate C(N)(=O)C=1C(=NN(C1)C1=NC(=CC=C1)CC1=CC(=CC(=C1)C(F)(F)F)F)C(=O)OC